ClC1=CC=C(C=N1)C(C(C)(C)F)=O 1-(6-chloropyridin-3-yl)-2-fluoro-2-methylpropan-1-one